C(C)N(CC)[Si](C1=CC=C(C=C1)C(=C)C1=CC=CC=C1)(N(CC)CC)N(CC)CC 1-[4-tris(diethylamino)silylphenyl]-1-phenylethene